3-({[(1R)-6-{methyl-[4-(pyrrolidin-1-yl)phenyl]amino}-1,2,3,4-tetrahydronaphthalen-1-yl]methyl}amino)pyridine-4-carboxylic acid CN(C=1C=C2CCC[C@H](C2=CC1)CNC=1C=NC=CC1C(=O)O)C1=CC=C(C=C1)N1CCCC1